5-((4-(2,2-Difluoroethyl)-6-fluoro-1H-indol-5-yl)oxy)-2-fluorobenzonitrile FC(CC1=C2C=CNC2=CC(=C1OC=1C=CC(=C(C#N)C1)F)F)F